1,1-di(methyl)ethyl 7-[5-chloranyl-2-[3-(2'-methyl-4'-oxidanylidene-spiro[1,3-dioxolane-2,6'-7,8-dihydro-5H-quinazoline]-3'-yl)prop-1-ynyl]phenyl]thieno[3,2-b]pyridine-3-carboxylate ClC=1C=CC(=C(C1)C1=C2C(=NC=C1)C(=CS2)C(=O)OC(C)(C)C)C#CCN2C(=NC=1CCC3(CC1C2=O)OCCO3)C